N-(6-(2-chloro-5-fluorophenyl)-6-hydroxy-2-methyl-8-oxo-2,6,7,8-tetrahydropyrrolo[3,4-g]indazol-5-yl)-3-fluoro-5-(trifluoromethyl)benzamide ClC1=C(C=C(C=C1)F)C1(NC(C2=C1C(=CC1=CN(N=C21)C)NC(C2=CC(=CC(=C2)C(F)(F)F)F)=O)=O)O